morpholino(2-butylbenzofuran-3-yl)methanone O1CCN(CC1)C(=O)C1=C(OC2=C1C=CC=C2)CCCC